N1CC(CCC1)C1=CNC2=NC(=CC=C21)CO [3-(piperidin-3-yl)-1H-pyrrolo[2,3-b]pyridin-6-yl]methanol